[2-(difluoromethoxy)-6-methoxy-4-[2-methyl-6-(1-methylpyrazol-4-yl)-4-(pyridazin-4-ylmethoxy)indazol-3-yl]phenyl]-[3-hydroxy-3-(trifluoromethyl)azetidin-1-yl]methanone FC(OC1=C(C(=CC(=C1)C=1N(N=C2C=C(C=C(C12)OCC1=CN=NC=C1)C=1C=NN(C1)C)C)OC)C(=O)N1CC(C1)(C(F)(F)F)O)F